4-acetamido-4-maleimido-stilbene-2,2-disulfonate C(C)(=O)NC1(CC(C(C=C1)C=CC1=CC=CC=C1)(S(=O)(=O)[O-])S(=O)(=O)[O-])N1C(C=CC1=O)=O